Br.[Br-].CNCCC[P+](C1=CC=CC=C1)(C1=CC=CC=C1)C1=CC=CC=C1 (3-(methylamino)propyl)triphenyl-phosphonium bromide hydrobromide